3,6-diisopropyl-1,2,4,5-tetrazine C(C)(C)C=1N=NC(=NN1)C(C)C